I[C@H]1CN(CC1)C(=O)OC(C)(C)C tert-butyl (R)-3-iodopyrrolidine-1-carboxylate